ClC=1C(=CC2=C(N(C(=N2)C2=CC=C(C=C2)Cl)C(C(=O)NC2CCCCC2)C2CCCC2)C1)F 2-[6-chloro-2-(4-chloro-phenyl)-5-fluoro-benzoimidazol-1-yl]-N-cyclohexyl-2-cyclopentyl-acetamide